1-benzyl-1,4-cyclohexadiene C(C1=CC=CC=C1)C1=CCC=CC1